C(C1=CC=CC=C1)OCC1=NN(C(N1CC)=O)C1=CC(=C(C(=O)NC=2C(=NC=CC2C)OC)C=C1F)C(CO)C(=C)C 4-(3-((benzyloxy)methyl)-4-ethyl-5-oxo-4,5-dihydro-1H-1,2,4-triazol-1-yl)-5-fluoro-2-(1-hydroxy-3-methylbut-3-en-2-yl)-N-(2-methoxy-4-methylpyridin-3-yl)benzamide